m-cyanobenzyl chloride C(#N)C=1C=C(CCl)C=CC1